C[C@H](C1=CC=CC=C1)N (R)-(+)-α-methylbenzylamine